N1(CCCCCC1)C[C@@H](C)NC(OC(C)(C)C)=O (R)-tert-butyl (1-(azepan-1-yl)propan-2-yl)carbamate